NC=1C=C(C(=O)N(C)C2=C(C=C(C=C2)F)CC(=O)OC(C)(C)C)C=CC1N1CCCCC1 tert-butyl 2-(2-(3-amino-N-methyl-4-(piperidin-1-yl)benzamido)-5-fluorophenyl)acetate